ClC=1NC(C=C2C1CC(C2)(C(=O)OC)C(=O)OC)=O Dimethyl 1-chloro-3-oxo-5,7-dihydro-2H-cyclopenta[c]pyridine-6,6-dicarboxylate